tert-butyl 4-(3-(7-(3,4-dimethoxyphenyl)pyrazolo[1,5-a]pyrimidine-2-carboxamido)bicyclo[1.1.1]pentane-1-carbonyl)piperazine-1-carboxylate COC=1C=C(C=CC1OC)C1=CC=NC=2N1N=C(C2)C(=O)NC21CC(C2)(C1)C(=O)N1CCN(CC1)C(=O)OC(C)(C)C